(methylcyclopentadienyl)(4-methoxyfluorenyl)-zirconium dichloride [Cl-].[Cl-].CC1(C=CC=C1)[Zr+2]C1=CC=C(C=2C3=CC=CC=C3CC12)OC